[C@H]12C(CC[C@H](C1(C)C)C2)=C (1S,5S)-beta-pinene